BrC=1N=CC=2N(C1)C(=CN2)C=O 6-BROMOIMIDAZO[1,2-A]PYRAZINE-3-CARBALDEHYDE